((7-fluoro-2,3-dihydro-1H-inden-4-yl)oxy)-2-methyl-N-(pyridin-3-yl)-3-(trifluoromethyl)benzamide FC=1C=CC(=C2CCCC12)OC1=C(C(=C(C(=O)NC=2C=NC=CC2)C=C1)C)C(F)(F)F